2-(trifluoromethyl)-5-(3-(trifluoromethoxy)phenyl)-N-(3-(3,3-difluoro-2-methylallyl)-1,2,4-thiadiazol-5-yl)furan-3-carboxamide FC(C=1OC(=CC1C(=O)NC1=NC(=NS1)CC(=C(F)F)C)C1=CC(=CC=C1)OC(F)(F)F)(F)F